[Ca+2].C(CCCCCCCCC\C=C\CCCCCC)(=O)[O-].C(CCCCCCCCC\C=C\CCCCCC)(=O)[O-] vaccenic acid, calcium salt